6-deoxy-2-acetamidogalactose C(C)(=O)N[C@@](C=O)(O)[C@@H](O)[C@@H](O)[C@H](O)C